C(C)(C)(C)N1CCNCC1 4-(tert-butyl)piperazin